N1(C=CC2=CC=CC=C12)C1=NC(=NC(=N1)N1N=CC=N1)N1CCNC2(COC2)C1 8-(4-(1H-indol-1-yl)-6-(2H-1,2,3-triazol-2-yl)-1,3,5-triazin-2-yl)-2-oxa-5,8-diazaspiro[3.5]nonane